N-(8-chloroisoquinolin-5-yl)-3-cyano-4-(4-cyclobutylpiperazin-1-yl)benzamide ClC=1C=CC(=C2C=CN=CC12)NC(C1=CC(=C(C=C1)N1CCN(CC1)C1CCC1)C#N)=O